COC(C(=O)NC1=NC=C(C=C1)Cl)=O 2-[(5-chloropyridin-2-yl)amino]-2-oxoacetic acid methyl ester